C(C)(C)(C)C=1C=C(CN(C(CN(S(=O)(=O)C2=C(C(=C(C(=C2F)F)F)F)F)CC2=CC=C(C=C2)Cl)=O)C2=C(C=C(C(=O)O)C=C2)C)C=C(C1)C1CC1 4-(N-(3-(tert-butyl)-5-cyclopropylbenzyl)-2-(N-(4-chlorobenzyl)-(2,3,4,5,6-pentafluorophenyl)sulfonamido)acetamido)-3-methylbenzoic acid